1,1,1,3,3,3-Hexafluoropropan-2-yl 2-(2-(pyrrolidin-1-yl)-6-(trifluoromethyl) benzyl)-2,8-diazaspiro[4.5]decane-8-carboxylate N1(CCCC1)C1=C(CN2CC3(CC2)CCN(CC3)C(=O)OC(C(F)(F)F)C(F)(F)F)C(=CC=C1)C(F)(F)F